5-(6-Chloropyrazin-2-yl)picolinaldehyde ClC1=CN=CC(=N1)C=1C=CC(=NC1)C=O